COCCO[Y] 2-methoxyethoxyyttrium